BrC1=CC=C(C=C1)C(C(=O)N(C)OC)(C)C (4-bromophenyl)-N-methoxy-N,2-dimethylpropanamide